CN(C(=O)N1CCN(CC1)C1=C2C(=CC(=NC2=CC(=C1)S(=O)(=O)N(C(OC(C)(C)C)=O)C1(CC1)C)NCC1=CC=C(C=C1)OC)C)C tert-butyl ((5-(4-(dimethylcarbamoyl)piperazin-1-yl)-2-((4-methoxybenzyl)amino)-4-methylquinolin-7-yl)sulfonyl)(1-methylcyclopropyl)carbamate